F[P-](F)(F)(F)(F)F.CN(\C=C(\C=[N+](C)C)/C(F)(F)F)C [(Z)-3-(dimethylamino)-2-(trifluoromethyl)prop-2-enylidene]-dimethyl-ammonium hexafluorophosphate